4-fluoro-3-(trifluoromethoxy)-N-[(1r,3s)-3-{[2-(trifluoromethyl)quinolin-4-yl]amino}cyclohexyl]benzamide FC1=C(C=C(C(=O)N[C@H]2C[C@H](CCC2)NC2=CC(=NC3=CC=CC=C23)C(F)(F)F)C=C1)OC(F)(F)F